OC=1C=C(C=CC1O)C(CSC1=NN=NN1C1=CC=C(C=C1)OC(F)(F)F)=O 1-(3,4-dihydroxyphenyl)-2-((1-(4-(trifluoromethoxy)phenyl)-1H-tetrazol-5-yl)thio)ethan-1-one